(fluoro(2-(((3S,6S,9aS)-3-(3-(4-morpholinopyridin-3-yl)azetidine-1-carbonyl)-5-oxooctahydro-1H-pyrrolo[1,2-a]azepin-6-yl)carbamoyl)benzo[b]thiophen-5-yl)methyl)phosphonic acid FC(C1=CC2=C(SC(=C2)C(N[C@H]2CCC[C@@H]3N(C2=O)[C@@H](CC3)C(=O)N3CC(C3)C=3C=NC=CC3N3CCOCC3)=O)C=C1)P(O)(O)=O